2-deuterio-quinoline [2H]C1=NC2=CC=CC=C2C=C1